(S)-N-(6-methoxy-chroman-4-yl)-2-(piperazin-1-yl)-benzo[d]thiazole-6-carboxamide COC=1C=C2[C@H](CCOC2=CC1)NC(=O)C1=CC2=C(N=C(S2)N2CCNCC2)C=C1